(2S,3S,4R)-2-(N-((Bicyclo[6.1.0]non-4-yn-9-yl)methoxycarbonyl)-L-valinyl-L-citrullinyl-4-aminobenzyloxycarbonylamino)-1-(α-D-galactopyranosyloxy)-3-hydroxy-octadecan-4-yl butyrate C(CCC)(=O)O[C@@H]([C@H]([C@H](CO[C@@H]1[C@H](O)[C@@H](O)[C@@H](O)[C@H](O1)CO)N(C(=O)OCC1=CC=C(C=C1)N)C([C@@H](NC([C@@H](NC(=O)OCC1C2CCC#CCCC12)C(C)C)=O)CCCNC(=O)N)=O)O)CCCCCCCCCCCCCC